5-(3-fluoroimidazo[1,2-a]pyridin-6-yl)-N-(cis-4-methoxycyclohexyl)-7H-pyrrolo[2,3-d]pyrimidin-2-amine FC1=CN=C2N1C=C(C=C2)C2=CNC=1N=C(N=CC12)N[C@@H]1CC[C@@H](CC1)OC